(1-methylpyrazol-4-yl)tetrahydrofuran-3-carboxamide CN1N=CC(=C1)C1OCCC1C(=O)N